6-(3-azabicyclo[3.2.1]oct-6-yl)adenosine C12CNCC(C(C1)C1(C3=NCN([C@H]4[C@H](O)[C@H](O)[C@@H](CO)O4)C3=NC=N1)N)C2